1-cyclopropyl-6-fluoro-8-fluoro-1,4-dihydro-7-(2-oxa-9-azaspiro[5.5]undec-9-yl)-4-oxo-3-quinolinecarboxylic acid C1(CC1)N1C=C(C(C2=CC(=C(C(=C12)F)N1CCC2(CCCOC2)CC1)F)=O)C(=O)O